CC1=C(C#N)C=CC=C1[C@@H](C)NC1=NN=C(C2=CC=3N(C(C(N(C3C=C21)C)=O)C)C)C 2-methyl-3-((1R)-1-((1,2,4,9-tetramethyl-3-oxo-1,2,3,4-tetrahydropyridazino[4,5-g]quinoxalin-6-yl)amino)ethyl)benzonitrile